tert-butyl N-(6-bromopyrimidin-4-yl)-N-(tert-butoxycarbonyl)carbamate BrC1=CC(=NC=N1)N(C(OC(C)(C)C)=O)C(=O)OC(C)(C)C